C(C1=CC=CC=C1)[C@@H]1[C@@H]([C@H](OC1)C1=CC(=C(C(=C1)OC)OC)OC)CO ((2S,3R,4R)-4-benzyl-2-(3,4,5-trimethoxyphenyl)tetrahydrofuran-3-yl)methanol